O=C1CC(NN1)C(=O)[O-] 5-oxopyrazolidine-3-carboxylate